N-(2-((8-((cyclobutylmethyl)amino)-6-methylpyrido[3,4-d]pyrimidin-2-yl)amino)-5-(4-methyl-4H-1,2,4-triazol-3-yl)phenyl)but-2-ynamide C1(CCC1)CNC1=NC(=CC2=C1N=C(N=C2)NC2=C(C=C(C=C2)C2=NN=CN2C)NC(C#CC)=O)C